isobuteneAldehyde C(C(=C)C)=O